C(C1=CC=CC=C1)OC1(CC1)C(=O)NC=1N=CC2=C(N=CC(=C2C1)C=1OC2=C(N1)C=C(C=C2)OC)NC 1-(benzyloxy)-N-(5-(5-methoxybenzo[d]oxazol-2-yl)-8-(methylamino)-2,7-naphthyridin-3-yl)cyclopropane-1-carboxamide